CC1=NOC(=C1C=1C=C(CN2CC3(C2)CC(C3)NC(CCCC(=O)NC3=CC=C(C=C3)N[C@@H]3C[C@@H](N(C2=CC=CC=C32)C(CC)=O)C)=O)C=C(C1)O)C N1-(2-(3-(3,5-Dimethylisoxazol-4-yl)-5-hydroxybenzyl)-2-azaspiro[3.3]heptan-6-yl)-N5-(4-(((2S,4R)-2-methyl-1-propionyl-1,2,3,4-tetrahydroquinolin-4-yl)amino)phenyl)glutaramide